COCCN(C=1N=C(C=2N=C(N=C(C2N1)N1CC(N(CC1)C)=O)N(CCOC)CC1=CC(=C(C(=O)O)C=C1)F)N1CCC(CC1)OC)CCOC 4-(((6-(bis(2-methoxyethyl)amino)-8-(4-methoxypiperidin-1-yl)-4-(4-methyl-3-oxopiperazin-1-yl)pyrimido[5,4-d]pyrimidin-2-yl)(2-methoxyethyl)amino)methyl)-2-fluorobenzoic acid